C1(=CC=CC=C1)C(C)C1=CC=C(C(=O)NCC(=O)N2CCCC2)C=C1 ((4-(1-phenylethyl)benzoyl)glycyl)pyrrolidine